1-methoxy-3-nitro-4-(β-hydroxyethyl)aminobenzene COC1=CC(=C(C=C1)NCCO)[N+](=O)[O-]